COC=1C=NC=C(C1)C 3-methoxy-5-methylpyridine